(3S)-tert-butyl 4-hydroxy-3-methyl-2-oxa-8-azaspiro[4.5]decane-8-carboxylate OC1[C@@H](OCC12CCN(CC2)C(=O)OC(C)(C)C)C